OCCCN1N=CC(=C1)N1N=C(C2=CC=CC=C12)C(=O)N 1-(3-Hydroxypropyl-1H-Pyrazol-4-yl)-1H-Indazol-3-Carboxamid